C1(C=CCO1)=O crotonolactone